(S)-3-(1-(8-amino-1-methylimidazo[1,5-a]pyrazin-3-yl)ethyl)-5-chloro-6-fluoro-2-isopropoxy-N,N-dimethylbenzamide NC=1C=2N(C=CN1)C(=NC2C)[C@@H](C)C=2C(=C(C(=O)N(C)C)C(=C(C2)Cl)F)OC(C)C